propylphosphoroamidite C(CC)OP([O-])N